C(=C)C1=CC=C(COC2=CC(=NC(=C2)C2=NC=CC=C2)C2=NC=CC=C2)C=C1 4'-((4-vinylbenzyl)oxy)-2,2':6',2''-terpyridine